amino-7-chloro-3-ethyl-3,4-dihydrospiro[benzo[d][1,2]thiazine-1,1'-cyclobutane]-2,2-dioxide NC1C2(CC1)C1=C(CN(S2(=O)=O)CC)C=CC(=C1)Cl